1,3-diacetylenyl-1,3-dimethyl-1,3-disilacyclobutane C(#C)[Si]1(C[Si](C1)(C)C#C)C